BrC1=C(SC2=C1N=CN=C2C2=CC(=CC(=C2)F)F)C(=O)N[C@H]2CCOC1=C2C=CC=C1 7-bromo-4-(3,5-difluorophenyl)-N-[(4S)-3,4-dihydro-2H-1-benzopyran-4-yl]thieno[3,2-d]pyrimidine-6-carboxamide